3-(4-(5-((4-((4-(acetamidomethyl)piperidin-1-yl)methyl)-6-(3,5-dichlorophenyl)pyridin-2-yl)oxy)pyridin-2-yl)piperazin-1-yl)propanoic acid C(C)(=O)NCC1CCN(CC1)CC1=CC(=NC(=C1)C1=CC(=CC(=C1)Cl)Cl)OC=1C=CC(=NC1)N1CCN(CC1)CCC(=O)O